ClP1OC2=C(C3=C(O1)C=CC=C3)C=CC=C2 6-chlorodibenzo[d,f][1,3,2]-dioxaphosphepin